The molecule is an amidobenzoic acid comprising benzoic acid having a benzamido group at the 2-position. It derives from an anthranilic acid. It is a conjugate acid of a N-benzoylanthranilate. C1=CC=C(C=C1)C(=O)NC2=CC=CC=C2C(=O)O